CCCCCCCC=CC(=O)Cl decenoyl chloride